3-nitro-N-(6-spiro[2H-benzofuran-3,1-cyclopropane]-4-yloxy-3-pyridyl)pyridin-2-amine [N+](=O)([O-])C=1C(=NC=CC1)NC=1C=NC(=CC1)OC1=CC=CC2=C1C1(CC1)CO2